(2-(1H-pyrazol-1-yl)benzyl)-2-(3-(aminomethyl)pyrrolidin-1-yl)-9-isopropyl-9H-purin-6-amine N1(N=CC=C1)C1=C(CC=2N(C3=NC(=NC(=C3N2)N)N2CC(CC2)CN)C(C)C)C=CC=C1